C(CCCCCCC\C=C/C\C=C/CCCCC)(=O)O[C@H](CO)COP(=O)(O)OCCN 2-linoleoyl-sn-glycero-3-phosphoethanolamine